BrC1=NC=C(C=C1OC)OC 2-bromo-3,5-dimethoxypyridine